(±)-4-[4-(2-Amino-6-methyl-pyrimidin-4-yl)-1,4-oxazepan-3-yl]-3-chloro-N-ethyl-benzamide NC1=NC(=CC(=N1)N1[C@@H](COCCC1)C1=C(C=C(C(=O)NCC)C=C1)Cl)C |r|